(R)-((2R,5S)-5-(4-Chlorobenzyl)pyrrolidin-2-yl)(5-fluoropyridin-3-yl)-methanol dihydrochloride Cl.Cl.ClC1=CC=C(C[C@@H]2CC[C@@H](N2)[C@H](O)C=2C=NC=C(C2)F)C=C1